C1(CC1)S(=O)(=O)N1N=CC(=C1)C1=NC=CC(=N1)NC1=NC=C(C(=C1)NC1CCC(CC1)C(C)(C)O)C#CC=1C=NN(C1)C(F)(F)F 2-((1s,4s)-4-((2-((2-(1-(Cyclopropylsulfonyl)-1H-pyrazol-4-yl)pyrimidin-4-yl)amino)-5-((1-(trifluoromethyl)-1H-pyrazol-4-yl)ethynyl)pyridin-4-yl)amino)cyclohexyl)propan-2-ol